2-chloromethyl-5-(2-methyl-[1,1'-biphenyl]-3-yl)oxazole ClCC=1OC(=CN1)C=1C(=C(C=CC1)C1=CC=CC=C1)C